CO[C@H]1CC2=C(C(=O)C3=C(C=CC=C3O2)O)[C@@]([C@@H]1O)(C(=O)OC)O The molecule is a member of the class of xanthones that is methyl-9-oxo-2,3,4,9-tetrahydro-1H-xanthene-1-carboxylate substituted by hydroxy groups at positions 1, 2 and 8 and a methoxy group at position 3 (the 1R,2R,3S stereoisomer). It has been isolated from Chaetomium globosum. It has a role as a Chaetomium metabolite. It is a member of phenols, an ether, a member of xanthones and a methyl ester.